C1(CC1)CCN(C1CCC(CC1)NCC1(CC1)C#N)C1=C2CN(C(C2=CC=C1)=O)C1C(NC(CC1)=O)=O 1-((((1r,4r)-4-((2-cyclopropylethyl)(2-(2,6-dioxopiperidin-3-yl)-1-oxoisoindolin-4-yl)amino)cyclohexyl)amino)methyl)cyclopropanecarbonitrile